N-[3-[2-(difluoromethoxy)-5-isopropylsulfanyl-phenyl]-1-[2-oxo-2-[4-(tetrahydropyran-4-ylmethyl)piperazin-1-yl]ethyl]pyrazol-4-yl]pyrazolo[1,5-a]pyrimidine-3-carboxamide FC(OC1=C(C=C(C=C1)SC(C)C)C1=NN(C=C1NC(=O)C=1C=NN2C1N=CC=C2)CC(N2CCN(CC2)CC2CCOCC2)=O)F